1-butyl-4-((trans-4-propylcyclohexyl)methoxy)cyclohexane C(CCC)C1CCC(CC1)OC[C@@H]1CC[C@H](CC1)CCC